6-isopropyl-2-(1-((tetrahydro-2H-pyran-4-yl)methyl)piperidin-4-yl)-4H-pyrrolo[3,2-d]thiazole C(C)(C)C1=CNC2=C1N=C(S2)C2CCN(CC2)CC2CCOCC2